N-(4-((2-(1,1-difluoroethyl)-6-methylpyrimidin-4-yl)amino)-5-(oxetan-3-ylmethoxy)pyridin-2-yl)acetamide FC(C)(F)C1=NC(=CC(=N1)NC1=CC(=NC=C1OCC1COC1)NC(C)=O)C